7-(Phenylsulfonyl)-5,7-dihydro-4H-[1,3]thiazolo[4,5-e]isoindol C1(=CC=CC=C1)S(=O)(=O)N1C=C2CCC3=C(C2=C1)N=CS3